OCC1=CC(=NC2=CC(=CC=C12)CN(C(=O)C=1C=NC=CC1)C1=C(C=CC=C1)S(=O)(=O)C)NC(OC(C)(C)C)=O tert-butyl N-[4-(hydroxymethyl)-7-{[N-(2-methanesulfonylphenyl)-1-(pyridin-3-yl)formamido]methyl}quinolin-2-yl]carbamate